4-(cyanomethyl)-benzamide C(#N)CC1=CC=C(C(=O)N)C=C1